2-[2-(4-bromo-2-methyl-phenyl)-2-[tert-butyl-(dimethyl)silyl]oxy-ethyl]-isoindoline-1,3-dione BrC1=CC(=C(C=C1)C(CN1C(C2=CC=CC=C2C1=O)=O)O[Si](C)(C)C(C)(C)C)C